FC=1C=CC(=C2N=CC=NC12)N1CC(CC(C1)C)N 1-(8-fluoroquinoxalin-5-yl)-5-methylpiperidin-3-amine